2-methyl-6-propionamidoisonicotinamide CC=1C=C(C(=O)N)C=C(N1)NC(CC)=O